(2R,3S,4S,5R)-3-(3,4-difluoro-2-methoxyphenyl)-4,5-dimethyl-N-(2-(4-methyl-2-oxopiperazin-1-yl)pyridin-4-yl)-5-(trifluoromethyl)tetrahydrofuran-2-carboxamide FC=1C(=C(C=CC1F)[C@H]1[C@@H](O[C@]([C@H]1C)(C(F)(F)F)C)C(=O)NC1=CC(=NC=C1)N1C(CN(CC1)C)=O)OC